C(C1=CC=CC=C1)(C1=CC=CC=C1)N1CCC(CC1)CC(CCO)CCO 3-[(1-benzhydryl-4-piperidinyl)methyl]pentane-1,5-diol